C(C1=CC=CC=C1)OC(=O)N1CC2=C(C=CC(=C2CC1)CC1CCN(CC1)C1=C(C=C(C=C1)[N+](=O)[O-])F)F 8-fluoro-5-[[1-(2-fluoro-4-nitro-phenyl)-4-piperidinyl]methyl]-3,4-dihydro-1H-isoquinoline-2-carboxylic acid benzyl ester